C1(=CC=CC=C1)OC(NC1=CC(=CC=C1)Cl)=O N-(3-chlorophenyl)carbamic acid phenyl ester